CN1CCC(CC1)C(=O)NC1=NN(C2=CC=C(C=C12)C=1C=NN(C1)C)C(C1=CC=CC=C1)(C1=CC=CC=C1)C1=CC=CC=C1 1-Methyl-N-[5-(1-methyl-1H-pyrazol-4-yl)-1-trityl-1H-indazol-3-yl]piperidine-4-carboxamide